3-(2-{2,6-difluoro-4-[(3S)-3-fluoro-pyrrolidine-1-sulfonyl]phenyl}-3-fluoro-4-methylquinolin-7-yl)-N-methylpropan-1-amine FC1=C(C(=CC(=C1)S(=O)(=O)N1C[C@H](CC1)F)F)C1=NC2=CC(=CC=C2C(=C1F)C)CCCNC